Methyl 3-(2-((4-hydroxy-5-(3-(phenylsulfonamido)phenyl)pentyl)oxy)phenyl)propanoate OC(CCCOC1=C(C=CC=C1)CCC(=O)OC)CC1=CC(=CC=C1)NS(=O)(=O)C1=CC=CC=C1